CO[C@@H]1[C@H](CNC1)NC1=NC(=CC=C1)C1=CN=C2N1C=C(C=C2)C2(CC2)C(F)(F)F N-((3S,4S)-4-methoxy-pyrrolidin-3-yl)-6-(6-(1-(trifluoromethyl)-cyclopropyl)imidazo-[1,2-a]pyridin-3-yl)-pyridin-2-amine